triethylamine 2,3-dihydroxy-1-propanesulfonate OC(CS(=O)(=O)O)CO.C(C)N(CC)CC